tetrazole-5-acetic acid N1N=NN=C1CC(=O)O